NC1=CC=C(C=CCO)C=C1 p-aminocinnamyl alcohol